ClC=1C(=C(C(=O)O)C(=C(C1)F)F)OC 3-chloro-5,6-difluoro-2-methoxybenzoic acid